2-(4-(((6-(cyclopropyl(4-(trifluoromethyl)benzyl)amino)-5-fluoropyrimidin-4-yl)amino)methyl)-3-fluoropiperidin-1-yl)acetamide C1(CC1)N(C1=C(C(=NC=N1)NCC1C(CN(CC1)CC(=O)N)F)F)CC1=CC=C(C=C1)C(F)(F)F